FC=1C=C(C=CC1F)N1C(N([C@H](C1)C#N)C1=CN=CC2=CC=CC=C12)=O |r| Racemic-1-(3,4-difluorophenyl)-3-(isoquinolin-4-yl)-2-oxoimidazolidine-4-carbonitrile